COCC1(C=CC2=CC=CC(=C12)CCC(F)(F)F)COC 1,1-bis(methoxymethyl)-7-(3,3,3-trifluoropropyl)indene